tert-butyl 6-(1-((tert-butyldimethylsilyl) oxy) vinyl)-7-(4-fluorobenzyl)-2,3-dihydro-1H-pyrido[2,3-b][1,4]oxazine-1-carboxylate [Si](C)(C)(C(C)(C)C)OC(=C)C=1C(=CC2=C(OCCN2C(=O)OC(C)(C)C)N1)CC1=CC=C(C=C1)F